C(=O)O.C(#N)C=1C(=NC=C(C1C1=CC(=C(C=C1)C#N)F)C1=CC(=C(C=C1)OC)O)N1CCC(CC1)NCC1=CC=C(O1)/C=C/C(=O)NO (E)-3-(5-(((1-(3-Cyano-4-(4-cyano-3-fluorophenyl)-5-(3-hydroxy-4-methoxyphenyl)pyridin-2-yl)piperidin-4-yl)amino)methyl)furan-2-yl)-N-hydroxyacrylamide formate